2,3-dimethyl-6-((2R,6S)-2-methyl-6-(2-methylpyridin-4-yl)morpholino)-8-(6-(trifluoromethyl)pyridin-3-yl)pyrido[3,4-d]pyrimidin-4(3H)-one CC=1N(C(C2=C(N1)C(=NC(=C2)N2C[C@H](O[C@H](C2)C2=CC(=NC=C2)C)C)C=2C=NC(=CC2)C(F)(F)F)=O)C